N-(5-(4-(2,6-diazaspiro[3.4]octan-6-yl)quinazolin-6-yl)-2-methoxypyridin-3-yl)-2,4-difluorobenzenesulfonamide trifluoroacetate FC(C(=O)O)(F)F.C1NCC12CN(CC2)C2=NC=NC1=CC=C(C=C21)C=2C=C(C(=NC2)OC)NS(=O)(=O)C2=C(C=C(C=C2)F)F